C(C)OC(CC\C=C\C1=CC(=CC=C1)CC(=O)OC(C)(C)C)=O.CN(C(CC(N1CC(NC2=CC=CC=C12)=O)=O)=O)C N,N-dimethyl-3-oxo-3-(3-oxo-3,4-dihydroquinoxalin-1(2H)-yl)propanamide ethyl-(E)-5-(3-(2-(tert-butoxy)-2-oxoethyl)phenyl)pent-4-enoate